C(C)(C)(C)C1=CC=C(CNCC=C)C=C1 N-(4-(tert-butyl)benzyl)prop-2-en-1-amine